FC1(CC2(CC(C2)(C(=O)N2[C@@H](C[C@H](C2)F)C(=O)O)C(F)(F)F)C1)F (2S,4R)-1-[6,6-difluoro-2-(trifluoromethyl)spiro[3.3]heptane-2-carbonyl]-4-fluoropyrrolidine-2-carboxylic acid